(3S,4R,5R,6S)-1-{5-fluoro-6-[(3'-fluoro-2-biphenylyl)methoxy]hexyl}-3,4,5,6-azepanetetrol hydrochloride Cl.FC(CCCCN1C[C@@H]([C@H]([C@@H]([C@H](C1)O)O)O)O)COCC1=C(C=CC=C1)C1=CC(=CC=C1)F